C1(CC1)C=1NC(=NN1)C1CC2(CN(C2)C(=O)N2CC3(C2)CC(C3)C=3C=NC(=NC3)C(F)(F)F)C1 [6-(5-cyclopropyl-4H-1,2,4-triazol-3-yl)-2-azaspiro[3.3]heptan-2-yl]-[6-[2-(trifluoromethyl)pyrimidin-5-yl]-2-azaspiro[3.3]heptan-2-yl]methanone